COC1=CC=C(C=C1)CN(C1=NC=C(C=C1)C(F)(F)F)CC1=CC=C(C=C1)OC N,N-bis[(4-methoxyphenyl)methyl]-5-(trifluoromethyl)pyridin-2-amine